NC[C@H](C(=O)NCCCOC=1C=C2C(=NC=NC2=CC1)C(NCC(=O)N1[C@@H](CCC1)C#N)=O)NC(OCC1C2=CC=CC=C2C=2C=CC=CC12)=O (9H-fluoren-9-yl)methyl ((R)-3-amino-1-((3-((4-((2-((S)-2-cyanopyrrolidin-1-yl)-2-oxoethyl)carbamoyl)quinazolin-6-yl)oxy)propyl)amino)-1-oxopropan-2-yl)carbamate